CC1(CCC1)C(CC#N)=O 3-(1-methylcyclobutyl)-3-oxopropionitrile